2,4,6-triphenoxy-1-(2-thienyl)benzene O(C1=CC=CC=C1)C1=C(C(=CC(=C1)OC1=CC=CC=C1)OC1=CC=CC=C1)C=1SC=CC1